FC(C=1C(=NC=C(C1)C(F)(F)F)CC(=O)N1[C@@H]([C@@H](CC1)NC(=O)C1=NC=C(C=N1)F)C1=C(C(=CC=C1)OC([2H])([2H])[2H])C)(F)F N-[(2R,3R)-1-[2-[3,5-Bis(trifluoromethyl)-2-pyridyl]acetyl]-2-[2-methyl-3-(trideuteriomethoxy)phenyl]pyrrolidin-3-yl]-5-fluoro-pyrimidine-2-carboxamide